N-(2,5-difluorophenyl)-5H-[1,3]dioxolo[4,5-f]indole-7-sulfonamide FC1=C(C=C(C=C1)F)NS(=O)(=O)C1=CNC=2C=C3C(=CC12)OCO3